C(C)NC(C1=CC=CC=C1)=O N-ethylbenzamide